4-(4,4,5,5-tetramethyl-1,3,2-dioxaborolan-2-yl)thiophene-3-carbonitrile CC1(OB(OC1(C)C)C=1C(=CSC1)C#N)C